6-amino-4-chloro-7-(3-methoxy-2,6-dimethylphenyl)-2-methyl-7H-pyrrolo[2,3-d]pyrimidine-5-carbonitrile NC1=C(C2=C(N=C(N=C2Cl)C)N1C1=C(C(=CC=C1C)OC)C)C#N